[Cl-].C(C1=CC=CC=C1)OC1=C2C(=CNC2=CC=C1)\C=N\NC1=CC=C(C=C1)[NH3+] (E)-4-(2-((4-(benzyloxy)-1H-indol-3-yl)methylene)hydrazineyl)benzenaminium chloride